Tetrabutylammonium citraconate C(\C(\C)=C/C(=O)[O-])(=O)[O-].C(CCC)[N+](CCCC)(CCCC)CCCC.C(CCC)[N+](CCCC)(CCCC)CCCC